N-(4-(3-chloro-4-fluorophenyl)-5-fluorothiazol-2-yl)-5-((2-hydroxy-3-methoxybenzyl)amino)-3-phenylpyridine-2-sulfonamide ClC=1C=C(C=CC1F)C=1N=C(SC1F)NS(=O)(=O)C1=NC=C(C=C1C1=CC=CC=C1)NCC1=C(C(=CC=C1)OC)O